C(C1=CC=CC=C1)OC1=CC=CC2=C1C(=C(S2)C(F)F)C(=O)NCCN2C(OCC2)=O (benzyloxy)-2-(difluoromethyl)-N-[2-(2-oxo-1,3-oxazolidin-3-yl)ethyl]-1-benzothiophene-3-carboxamide